Chlorothioketone ClC(=S)Cl